CN(C)CC1=C(C=CC(=N1)NC=1C=CC(=C2CNC(C12)=O)C1=CN=C2N1C=CC(=C2)F)N2CCOC[C@H](C2)O (S)-7-((6-((dimethylamino)-methyl)-5-(6-hydroxy-1,4-oxazepan-4-yl)pyridin-2-yl)amino)-4-(7-fluoroimidazo[1,2-a]pyridin-3-yl)isoindolin-1-one